2-bromo-8-hydroxyimidazo[1,2-b]pyridazine-7-carboxylic acid BrC=1N=C2N(N=CC(=C2O)C(=O)O)C1